FC1=C(C(=CC=C1C=1CCN(CC1)CC(F)(F)F)O)N1CC(NS1(=O)=O)=O 5-(2-fluoro-6-hydroxy-3-(1-(2,2,2-trifluoroethyl)-1,2,3,6-tetrahydropyridin-4-yl)phenyl)-1,2,5-thiadiazolidin-3-one 1,1-dioxide